BrCC1=C(C=C(C=2C=COC21)C#N)C(=O)OC methyl 7-(bromomethyl)-4-cyanobenzofuran-6-carboxylate